C(C)OC1=CC=C(C=C1)N(S(=O)(=O)C1=C(SC=C1)C(=O)NC=1C=C(C(=O)OC(C)(C)C)C=CC1)C tert-Butyl 3-(3-(N-(4-ethoxyphenyl)-N-methylsulfamoyl)thiophene-2-carboxamido)benzoate